Cl.ClC=1C=CC(=C(CN2C[C@H](CCC2)N)C1)OCC (S)-1-(5-chloro-2-ethoxybenzyl)piperidin-3-amine hydrochloride